4-(7-methyl-[1,2,4]triazolo[1,5-b]pyridazin-6-yl)piperidin CC1=CC=2N(N=C1C1CCNCC1)N=CN2